5-[4-[[4-(2,2-dimethoxyethyl)-1-piperidinyl]methyl]-1-piperidinyl]-2-(2,6-dioxo-3-piperidinyl)isoindoline-1,3-dione COC(CC1CCN(CC1)CC1CCN(CC1)C=1C=C2C(N(C(C2=CC1)=O)C1C(NC(CC1)=O)=O)=O)OC